2,5,8,11-tetramethoxy-1,6,7,12-tetrabutoxyperylene COC1=C(C=2C=3C(=C(C=C4C=C(C(=C(C5=C(C(=CC(=C1)C52)OC)OCCCC)C43)OCCCC)OC)OC)OCCCC)OCCCC